4-(4-methyl-2-pyrimidyloxy)piperidine CC1=NC(=NC=C1)OC1CCNCC1